2-(((2R,3R,4S,5R)-5-(6-amino-2-chloro-9H-purin-9-yl)-4-fluoro-3-hydroxytetrahydro-furan-2-yl)methoxy)-2-((5-carboxythiophen-3-yl)methyl)malonic acid NC1=C2N=CN(C2=NC(=N1)Cl)[C@H]1[C@H]([C@@H]([C@H](O1)COC(C(=O)O)(C(=O)O)CC1=CSC(=C1)C(=O)O)O)F